1-{4-{6-amino-9-[(2R,3R,4S,5R)-3,4-dihydroxy-5-(hydroxymethyl)tetrahydrofuran-2-yl]-9H-purin-2-yl}phenyl}-3-(pyridin-3-yl)urea NC1=C2N=CN(C2=NC(=N1)C1=CC=C(C=C1)NC(=O)NC=1C=NC=CC1)[C@@H]1O[C@@H]([C@H]([C@H]1O)O)CO